1,1,1,5,5,5-hexafluoro-4,4-bis(trifluoromethyl)pent-2-ene FC(C=CC(C(F)(F)F)(C(F)(F)F)C(F)(F)F)(F)F